(R)-1-(3-(3-(2-cyano-3-morpholino-3-oxoprop-1-enyl)phenoxy)propanamido)-2-phenylEthylboric acid C(#N)C(=CC=1C=C(OCCC(=O)N[C@@H](CC2=CC=CC=C2)OB(O)O)C=CC1)C(=O)N1CCOCC1